CC1(OB(OC1(C)C)C1=CC=C(C=C1)C1(COC1)NC(OCC1=CC=CC=C1)=O)C benzyl N-[3-[4-(4,4,5,5-tetramethyl-1,3,2-dioxaborolan-2-yl)phenyl]oxetan-3-yl]carbamate